(R)-2-hydroxy-2-phenylpropionic acid O[C@](C(=O)O)(C)C1=CC=CC=C1